N1(CCNCC1)C1=CN=CC(=N1)C1=CC(=CS1)NC(CCCC)=O N-(5-(6-(piperazin-1-yl)pyrazin-2-yl)thiophen-3-yl)pentanamide